Cl.NCC1=NC=NN1C=1C=CC(=C(C(=O)OC)C1)Cl methyl 5-[5-(aminomethyl)-1H-1,2,4-triazol-1-yl]-2-chlorobenzoate hydrochloride